4-(3-Methoxyphenyl)-1-(3-(pyridin-4-yl)-1H-pyrazol-5-yl)piperidin COC=1C=C(C=CC1)C1CCN(CC1)C1=CC(=NN1)C1=CC=NC=C1